(S)-6-ethoxy-2-methyl-N-(6-(3-methyl-4-(tetrahydro-2H-pyran-4-yl)piperazin-1-yl)pyridazin-3-yl)-2H-indazole-1-carboxamide C(C)OC1=CC=C2CN(N(C2=C1)C(=O)NC=1N=NC(=CC1)N1C[C@@H](N(CC1)C1CCOCC1)C)C